(4-amino-7-fluoro-1,3-dihydrofuro[3,4-c]quinolin-8-yl)((3S)-3-(6-ethoxy-3-pyridazinyl)-4-morpholinyl)methanone NC1=NC=2C=C(C(=CC2C2=C1COC2)C(=O)N2[C@H](COCC2)C=2N=NC(=CC2)OCC)F